C=C1CCC2=C(C=3CCCC3C=C12)[N+](=O)[O-] 1-methylene-4-nitro-1,2,3,5,6,7-hexahydro-s-indacene